2-(2-methoxy-1-methylethoxy)propanol ethyl-(Z)-2-amino-2-(((1-methylcyclopropane-1-carbonyl)oxy)imino)acetate C(C)C1C(C1)(C(=O)O\N=C(\C(=O)OCC(C)OC(COC)C)/N)C